ClC=1C=C(C=CC1F)NC1=NC=NC2=CC=CC(=C12)O[C@@H](C)C1=NC=CC=N1 (S)-N-(3-chloro-4-fluorophenyl)-5-(1-(pyrimidin-2-yl)ethoxy)-quinazolin-4-amine